FC(C1=CN=NC=C1)(F)F 4-(trifluoromethyl)pyridazine